ClC1=C(N=C(C(=N1)C(=O)N)NC1=CC2=C(CS(C2)(=O)=O)C=C1)NC 6-Chloro-3-[(2,2-dioxo-1,3-dihydro-2-benzothiophen-5-yl)amino]-5-(methylamino)pyrazine-2-carboxamide